FC1=CC=C(C=C1)C1=NN(C=C1C=1C2=C(N=CN1)OC(=C2)C2=CN=CN2C)C2S(CC2)(=O)=O {3-(4-fluorophenyl)-4-[6-(1-methyl-1H-imidazol-5-yl)furo[2,3-d]pyrimidin-4-yl]-1H-pyrazol-1-yl}-1λ6-thietane-1,1-dione